2-ethyl caproate C(CCCCC)(=O)OCC